morpholinpropanesulfonic acid N1(CCOCC1)CCCS(=O)(=O)O